2-Amino-N-[4-fluoro-5-[[1-(2-hydroxyethyl)pyrazol-3-yl]carbamoyl]-2-methylphenyl]-1,3-thiazole-5-carboxamide NC=1SC(=CN1)C(=O)NC1=C(C=C(C(=C1)C(NC1=NN(C=C1)CCO)=O)F)C